tert-butyl (1-(4-((1-(4-formylcyclohexyl)-2-oxo-1,2-dihydropyrimidin-4-yl)carbamoyl)piperazin-1-yl)-2-methyl-1-oxopropan-2-yl)carbamate C(=O)C1CCC(CC1)N1C(N=C(C=C1)NC(=O)N1CCN(CC1)C(C(C)(C)NC(OC(C)(C)C)=O)=O)=O